COC1=NC=CC(=C1)C1CN(C1)C1C(CCC1)OC=1C=C2CN(C(C2=CC1)=O)C1C(NC(CC1)=O)=O 3-(5-((2-(3-(2-methoxypyridin-4-yl)azetidin-1-yl)cyclopentyl)oxy)-1-oxoisoindolin-2-yl)piperidine-2,6-dione